CN1CCN(CC1)N1C(=NC2=C1CN(C2)C(=O)N2CC=1N(C(=NC1C2)C2=NC=CC(=C2)C=2C(=NNC2)C2=NC(=CC=C2)C)N2CCN(CC2)C)C2=NC=CC(=C2)C=2C(=NNC2)C2=NC(=CC=C2)C (4-Methylpiperazin-1-yl)(2-(4-(3-(6-methylpyridin-2-yl)-1H-pyrazol-4-yl)pyridin-2-yl)-4,6-dihydropyrrolo[3,4-d]imidazole-5(1H)-yl)ketone